C1(NNC(C2C1CNC2)=O)=O hexahydro-1H-pyrrolo[3,4-d]pyridazine-1,4(4aH)-dione